2-amino-5-bromo-3-chloropyrazine NC1=NC=C(N=C1Cl)Br